ethyl 3-((dimethylamino) methylene)-2-methyl-4-oxocyclohex-1-ene-1-carboxylate CN(C)C=C1C(=C(CCC1=O)C(=O)OCC)C